sodium nickel copper manganese magnesium [Mg].[Mn].[Cu].[Ni].[Na]